CN1C=NC2=C1C=C(C=C2)C(=O)OC2OCC2 oxetan-2-yl (methyl)-1H-benzo[d]imidazole-6-carboxylate